thienocyclopentadiene zirconium [Zr].S1C=CC2=C1C=C=C2